(4aR,10aR)-1-propyl-6-((triisopropylsilyl)oxy)-1,2,3,4,4a,5,10,10a-octahydrobenzo[g]quinolin-7-ol C(CC)N1CCC[C@@H]2CC3=C(C[C@@H]12)C=CC(=C3O[Si](C(C)C)(C(C)C)C(C)C)O